C(C1=CC=CC=C1)NC1=CC=C(C=C1)NC(CC1=CC=CC=C1)=O N-(4-(benzylamino)phenyl)-2-phenylacetamide